C1(=C(C(=C(C(=C1[2H])[2H])[2H])[2H])[2H])CCO 2-phenyl-d5-ethanol